FC(OC1=C(C=C(C(=N1)OC)NS(=O)(=O)C1=CNC2=C1C=CC=1C=CC=NC21)F)F N-[6-(Difluoromethoxy)-5-fluoro-2-methoxypyridin-3-yl]-1H-pyrrolo[3,2-h]chinolin-3-sulfonamid